N=1C(C(N=CC1)=O)=O pyrazindione